C(C)(C)(C)OC(=O)NC1CCC(CC1)CC(=O)O 2-[4-(tert-butoxycarbonylamino)cyclohexyl]acetic acid